CC1(OCC2=C(O1)C=CC(=C2)[C@@H]2CNC(O2)=O)C (5R)-5-(2,2-dimethyl-4H-1,3-benzodioxin-6-yl)-1,3-oxazolidin-2-one